5-ethyl-5-{4-[4-(3,5,6-trimethylpyridin-2-yl)piperazine-1-carbonyl]phenyl}imidazolidine-2,4-dione C(C)C1(C(NC(N1)=O)=O)C1=CC=C(C=C1)C(=O)N1CCN(CC1)C1=NC(=C(C=C1C)C)C